1-(4-(2-METHOXYBUTAN-2-YL)PYRIDIN-2-YL)-N-(1-METHYL-1H-INDAZOL-7-YL)-1H-PYRAZOLE-4-SULFONAMIDE COC(C)(CC)C1=CC(=NC=C1)N1N=CC(=C1)S(=O)(=O)NC=1C=CC=C2C=NN(C12)C